FC(C1=CC=C2C(=N1)C1(CCNCC1)C(N2)=O)F 5-(difluoromethyl)spiro[1H-pyrrolo[3,2-b]pyridine-3,4'-piperidine]-2-one